6-bromo-8-methyl-7-oxo-7H,8H-pyrido[2,3-d]pyrimidin-4-yl trifluoromethanesulfonate FC(S(=O)(=O)OC=1C2=C(N=CN1)N(C(C(=C2)Br)=O)C)(F)F